Butanamid C(CCC)(=O)N